S1N=NC2=C1C(=CC=C2)N2N=CC(=C2C(F)(F)F)C(=O)C2=CN(C1=NC(=C(C=C12)Cl)N1N=CC=N1)C [1-(1,2,3-benzothiadiazol-7-yl)-5-(trifluoromethyl)-1H-pyrazol-4-yl][5-chloro-1-methyl-6-(2H-1,2,3-triazol-2-yl)-1H-pyrrolo[2,3-b]pyridin-3-yl]methanone